6-fluoro-4-(2-((1S,2S)-2-fluorocyclopropane-1-carboxamido)benzo[d]thiazol-6-yl)-N,N,5-trimethyl-1H-indazole-7-carboxamide FC1=C(C(=C2C=NNC2=C1C(=O)N(C)C)C1=CC2=C(N=C(S2)NC(=O)[C@H]2[C@H](C2)F)C=C1)C